tert-butyl (1R,5S)-3-(7-(3-(benzyloxy)naphthalen-1-yl)-8-fluoro-6-hydroxy-2-(((S)-1-methylpyrrolidin-2-yl)methoxy)quinazolin-4-yl)-3,8-diazabicyclo[3.2.1]octane-8-carboxylate C(C1=CC=CC=C1)OC=1C=C(C2=CC=CC=C2C1)C1=C(C=C2C(=NC(=NC2=C1F)OC[C@H]1N(CCC1)C)N1C[C@H]2CC[C@@H](C1)N2C(=O)OC(C)(C)C)O